ethyl (3S)-3-(4,5-difluoro-2',6'-dimethyl-[1,1'-biphenyl]-3-yl)-3-(2-(5-(2-(dimethylamino)ethyl)-2-oxo-4-(trifluoromethyl)pyridin-1(2H)-yl)-4-methylpentanamido)propanoate FC1=C(C=C(C=C1F)C1=C(C=CC=C1C)C)[C@H](CC(=O)OCC)NC(C(CC(C)C)N1C(C=C(C(=C1)CCN(C)C)C(F)(F)F)=O)=O